N-acetylmuramylalanine C(C)(=O)N([C@@H](C)C(=O)O)C1[C@H](N)[C@@H](O[C@@H](C(=O)O)C)[C@H](O)[C@H](O1)CO